BrC1=CN=C2N1N=C(C=C2)N2CCC1(COC1)CC2 7-(3-Bromoimidazo[1,2-b]pyridazin-6-yl)-2-oxa-7-azaspiro[3.5]nonane